benzyl ((S)-1-((3R,5'S)-5'-cyano-2-oxospiro[indoline-3,3'-pyrrolidin]-1'-yl)-1-oxo-3-(2-oxopyrrolidin-1-yl)propan-2-yl)carbamate C(#N)[C@@H]1C[C@@]2(CN1C([C@H](CN1C(CCC1)=O)NC(OCC1=CC=CC=C1)=O)=O)C(NC1=CC=CC=C12)=O